NC=1C2=C(N=CN1)C(=CC(=N2)C=2C=C(C=CC2)C#C[C@]2(C(N(CC2)C)=O)O)C=C (R)-3-((3-(4-Amino-8-vinylpyrido[3,2-d]pyrimidin-6-yl)phenyl)ethynyl)-3-hydroxy-1-methylpyrrolidin-2-one